2-Bromo-5-cyclopropylnaphthalen-1-amine BrC1=C(C2=CC=CC(=C2C=C1)C1CC1)N